(S)-4-(3-chlorobenzyl)imidazolidine-2-thione ClC=1C=C(C[C@@H]2NC(NC2)=S)C=CC1